ClC1=CC(=C(COC2=NC=CC(=N2)N2CC3=C(C2)CN(C3)CC3=NC2=C(N3CC3=CN=CS3)C=C(C=C2)C(=O)OC)C=C1)F methyl 2-((5-(2-((4-chloro-2-fluorobenzyl)oxy)pyrimidin-4-yl)-3,4,5,6-tetrahydropyrrolo[3,4-c]pyrrol-2(1H)-yl)methyl)-1-(thiazol-5-ylmethyl)-1H-benzo[d]imidazole-6-carboxylate